(N-dodecyl-acrylamide) methyl-methacrylate COC(C(=C)C)=O.C(CCCCCCCCCCC)NC(C=C)=O